BrC=1C=C2C(=NC1)OC(CO2)C2=CC=C(C=C2)C2CC2 7-bromo-3-(4-cyclopropylphenyl)-2,3-dihydro-[1,4]dioxino[2,3-b]pyridine